FC(C(C)(O)C1=CC(=C(C=C1)C)B1OC(C(O1)(C)C)(C)C)F 1,1-Difluoro-2-(4-methyl-3-(4,4,5,5-tetramethyl-1,3,2-dioxaborolan-2-yl)phenyl)propan-2-ol